N[C@H]1CS(C2=C(N(C1=O)CC1=CC=C(C=C1)Cl)C=C(C(=C2)F)C=2OC(=NN2)C(C)(N2CCCC2)C)(=O)=O (3R)-3-amino-5-[(4-chlorophenyl)methyl]-8-fluoro-7-[5-(1-meth-yl-1-pyrrolidin-1-yl-ethyl)-1,3,4-oxadiazol-2-yl]-1,1-dioxo-2,3-dihydro-1λ6,5-benzo-thiazepin-4-one